(2R,4S)-1-(tert-Butoxycarbonyl)-4-hydroxy-4-phenylpyrrolidine-2-carboxylic acid C(C)(C)(C)OC(=O)N1[C@H](C[C@@](C1)(C1=CC=CC=C1)O)C(=O)O